3-amino-2-[[1-[4-[[3-(4-methoxyphenyl)imidazo[1,2-a]pyrazin-8-yl]amino]-2-methylbenzoyl]piperidin-4-yl]methylamino]propanoic acid NCC(C(=O)O)NCC1CCN(CC1)C(C1=C(C=C(C=C1)NC=1C=2N(C=CN1)C(=CN2)C2=CC=C(C=C2)OC)C)=O